5-((S)-4-(4-fluoropyrazolo[1,5-a]pyridin-2-yl)-1,4,6,7-tetrahydro-5H-imidazo[4,5-c]pyridin-5-yl)-N-((1s,4R)-4-hydroxy-4-methylcyclohexyl)pyrazine-2-carboxamide FC=1C=2N(C=CC1)N=C(C2)[C@H]2N(CCC1=C2N=CN1)C=1N=CC(=NC1)C(=O)NC1CCC(CC1)(C)O